6-(3-chloro-phenyl)-pyrimidine-4-carboxylic acid isoxazol-3-ylamide O1N=C(C=C1)NC(=O)C1=NC=NC(=C1)C1=CC(=CC=C1)Cl